3-(2-(dimethylamino)phenyl)urea CN(C1=C(C=CC=C1)NC(N)=O)C